CCCCC/C=C\C/C=C\CCCCCCCC(=O)O[C@H](COC(=O)CCCCCCC/C=C\C/C=C\CCCC)COP(=O)(O)OC[C@@H](C(=O)O)N 1-(9Z,12Z-heptadecadienoyl)-2-(9Z,12Z-octadecadienoyl)-glycero-3-phosphoserine